2-(2-Cyclopropylpyridin-3-yl)-2-hydroxyacetic acid ethyl ester C(C)OC(C(O)C=1C(=NC=CC1)C1CC1)=O